C(=O)(OC)C(C(=O)OC)=CC1=CC=CC=C1 methyl α-carbomethoxycinnamate